methyl 8-(cis-4-methylcyclohexyl)-9-(((trifluoromethyl)sulfonyl)oxy)-6,7-dihydro-5H-benzo[7]annulene-3-carboxylate C[C@H]1CC[C@H](CC1)C=1CCCC2=C(C1OS(=O)(=O)C(F)(F)F)C=CC(=C2)C(=O)OC